tert-butyl (R or S)-2-(2-(2-isopropylphenyl)-6-oxopiperazin-1-yl)-7-azaspiro[3.5]nonane-7-carboxylate C(C)(C)C1=C(C=CC=C1)[C@H]1N(C(CNC1)=O)C1CC2(C1)CCN(CC2)C(=O)OC(C)(C)C |o1:9|